tert-butyl (4S)-4-[3-[[6-[[4-[3-(2-dispiro[2.0.24.13]heptan-7-ylethoxy)pyrazol-1-yl]-2-fluoro-benzoyl]sulfamoyl]-2-pyridyl]amino]propyl]-2,2-dimethyl-pyrrolidine-1-carboxylate C1CC12C1(CC1)C2CCOC2=NN(C=C2)C2=CC(=C(C(=O)NS(=O)(=O)C1=CC=CC(=N1)NCCC[C@H]1CC(N(C1)C(=O)OC(C)(C)C)(C)C)C=C2)F